ClC1=CC=C2C(=N1)N=C(O2)N2CCN(CC2)C(=O)C2=CC=C(C=C2)C=2OC(=NN2)C(CF)(C)C [4-(5-chlorooxazolo[4,5-b]pyridin-2-yl)piperazin-1-yl]-[4-[5-(2-fluoro-1,1-dimethyl-ethyl)-1,3,4-oxadiazol-2-yl]phenyl]methanone